(R)-N-(2-chloro-4-cyanobenzyl)-5-hydroxy-2-(3-(hydroxymethyl)-4-methylpiperazin-1-yl)-1,7-naphthyridine-6-carboxamide ClC1=C(CNC(=O)C=2C(=C3C=CC(=NC3=CN2)N2C[C@@H](N(CC2)C)CO)O)C=CC(=C1)C#N